ClC=1C(=CC(=C(C(=O)NS(=O)(=O)C2=CC=C(C=C2)OCC2=C(C=CC=C2)Cl)C1)F)OCC1CCCC1 5-chloro-N-((4-((2-chlorobenzyl)oxy)phenyl)sulfonyl)-4-(cyclopentylmethoxy)-2-fluorobenzamide